C(C)C=1N=C2C(=NC(N(C2=NC1C1=C(C=CC=C1)F)C1=C(C=CC=C1)C(C)C)=O)N1[C@H](CN(CC1)C(C=C)=O)C 6-Ethyl-7-(2-fluorophenyl)-4-((2S)-2-methyl-4-(2-propenoyl)-1-piperazinyl)-1-(2-(2-propanyl)phenyl)-2(1H)-pteridinone